ClC1=C([C-](C=C1)P(C(C)(C)C)C(C)(C)C)Cl.[C-]1(C=CC=C1)P(C(C)(C)C)C(C)(C)C.[Fe+2] dichloro[1,1'-bis(di-t-butylphosphino)ferrocene]